BrC1=C(C=C2C(=C(C(=NC2=C1)Cl)C(C)C)C1=CC=C(C=C1)F)C=O 7-bromo-2-chloro-4-(4-fluorophenyl)-3-isopropyl-quinoline-6-carbaldehyde